COC(=O)[C@@]1([C@@H](C1)C=C)CO |r| rac-(1S,2S)-1-(hydroxymethyl)-2-vinylcyclopropane-1-carboxylic acid methyl ester